C[NH2+]C(C)C methylisopropylammonium